C(C)(C)C1=C(C=CC=C1)C1=NN2C(C=N1)=NC=C2CC2=CC=C(C=C2)C=2N(C=C(N2)C(F)(F)F)C 2-(2-isopropylphenyl)-7-(4-(1-methyl-4-(trifluoromethyl)-1H-imidazol-2-yl)benzyl)imidazo[2,1-f][1,2,4]triazine